CCC(CCCCCCCCCCCC)OC(CCCCC(CN(CC(CCCCC(=O)OC(CC)CCCCCCCCCCCC)O)CCCCCO)O)=O Di(3-pentadecyl)-7,7'-((5-hydroxy-pentyl)azanediyl)bis(6-hydroxyheptanoate)